(Z,Z)-5,9-tridecadienylacetate C(CCC\C=C/CC\C=C/CCC)CC(=O)[O-]